tert-butyl ((1S,3R,5S)-3-(2-(2-aminoethoxy)ethoxy)adamantan-1-yl)(2-((S)-2-cyanopyrrolidin-1-yl)-2-oxoethyl)carbamate NCCOCCOC12CC3(CC(C[C@H](C1)C3)C2)N(C(OC(C)(C)C)=O)CC(=O)N2[C@@H](CCC2)C#N